C(C)(C)(C)OC(=O)N(C1=CC(=C(C(=O)OC)C=C1OC)F)CC#C methyl 4-((tert-butoxycarbonyl)(prop-2-yn-1-yl)amino)-2-fluoro-5-methoxybenzoate